Heptadecan-9-yl 2-((5-(benzyloxy)pentyl)oxy)acetate C(C1=CC=CC=C1)OCCCCCOCC(=O)OC(CCCCCCCC)CCCCCCCC